4-(5-chloro-1H-indol-2-yl)-N-methoxy-2-carbonyl-5-pentyl-2,5-dihydrofuran-3-carboxamide ClC=1C=C2C=C(NC2=CC1)C1=C(C(OC1CCCCC)=C=O)C(=O)NOC